Cl.CC1(CC1)NN (1-Methylcyclopropyl)hydrazine hydrochloride